ruthenium (III) hexaanimine C(CCCCC)=N.[Ru+3]